F[C@H]1CN(CC[C@@H]1NC1=NN2C(C(=N1)OC)=C(C=C2[2H])C=2C=CC1=C(N(N=N1)CC(F)(F)F)C2)C2COC2 N-((3S,4S)-3-fluoro-1-(oxetan-3-yl)piperidin-4-yl)-4-methoxy-5-(1-(2,2,2-trifluoroethyl)-1H-benzo[d][1,2,3]triazol-6-yl)pyrrolo[2,1-f][1,2,4]triazin-7-d-2-amine